ClC1=C(C=C(C=C1)NC(C)=O)OC(C)C N-(4-chloro-3-isopropoxyphenyl)acetamide